1-[(trans-4-aminocyclohexyl)methyl]-4-methyl-5-[[2-[6-(2,2,2-trifluoroethyl)quinazolin-4-yl]-2,7-diazaspiro[3.5]nonan-7-yl]methyl]-1H-indole-2-carbonitrile Hydrochloride Cl.N[C@@H]1CC[C@H](CC1)CN1C(=CC2=C(C(=CC=C12)CN1CCC2(CN(C2)C2=NC=NC3=CC=C(C=C23)CC(F)(F)F)CC1)C)C#N